tert-Butyl 7-(3-methyl-2-oxo-1,3-benzoxazol-6-yl)-2,7-diazaspiro[3.5]nonane-2-carboxylate CN1C(OC2=C1C=CC(=C2)N2CCC1(CN(C1)C(=O)OC(C)(C)C)CC2)=O